2,2-bis[4-(2-hydroxyeth-oxy)phenyl]propane OCCOC1=CC=C(C=C1)C(C)(C)C1=CC=C(C=C1)OCCO